[Na].FC1=C(C=CC(=C1)F)CNC(=O)C=1C(C(=C2N(C[C@@H]3N(C2=O)C[C@@H]2N3CCC2)C1)O)=O (4aS,13aR)-N-[(2,4-Difluorophenyl)methyl]-10-hydroxy-9,11-dioxo-2,3,4a,5,9,11,13,13a-octahydro-1H-pyrido[1,2-a]pyrrolo[1',2':3,4]imidazo[1,2-d]pyrazine-8-carboxamide sodium salt